C=C(C(=O)OC(C)C1=NN=NN1)CC(=O)OC1CCCCCCC1 (1-(1H-tetrazol-5-yl)ethyl) 4-cyclooctyl 2-methylenesuccinate